2,2-dimethyl-5-(4-chlorobenzyl)-cyclopentan-1-one CC1(C(C(CC1)CC1=CC=C(C=C1)Cl)=O)C